C(CC)C1CC(CCC1)NC(=O)C1=CC(=CC(=C1)C(=O)NC1CC(CCC1)CCC)C(=O)NC1CC(CCC1)CCC 1,3,5-benzenetricarboxylic acid, tris(3-n-propylcyclohexylamide)